diisononyl-cyclohexane-1,3-dicarboxylate C(CCCCCC(C)C)OC(=O)C1CC(CCC1)C(=O)OCCCCCCC(C)C